2-(2,3,4-trimethoxyphenyl)ethanamine COC1=C(C=CC(=C1OC)OC)CCN